C(=O)(O)C=1C=C(OC=2C=C(C=CC2)C2=CC(=C(C=C2)OC2=CC(=CC=C2)C(=O)O)C2=CC=CC=C2)C=CC1 3,4'-bis(3-carboxyphenoxy)m-terphenyl